O=C1C(COC1)NC(OC(C)(C)C)=O tert-butyl (4-oxotetrahydrofuran-3-yl)carbamate